C(C)(C)(C)OC(=O)N1C2CN(CC1C2)C2CN(CC2)C(=O)OCC2=CC=CC=C2 3-(1-((benzyloxy)carbonyl)pyrrolidin-3-yl)-3,6-diazabicyclo[3.1.1]heptane-6-carboxylic acid tert-butyl ester